N1(CCCC1)CCNC1=NC(=NC(=N1)NCCCN(CCC(=O)OCCCCCCCCCCCC)CCC(=O)OCCCCCCCCCCCC)NCCCN(CCC(=O)OCCCCCCCCCCCC)CCC(=O)OCCCCCCCCCCCC tetradodecyl 3,3',3'',3'''-((((6-((2-(pyrrolidin-1-yl)ethyl)amino)-1,3,5-triazine-2,4-diyl)bis(azanediyl))bis(propane-3,1-diyl))bis(azanetriyl))tetrapropionate